ClC=1C=C(C=C(C1OC=1C=C2CCN(C(C2=CC1)=O)CC1=NC=CC=C1)Cl)N1N=CC(NC1=O)=O 2-(3,5-dichloro-4-((2-(pyridin-2-ylmethyl)-1-oxo-1,2,3,4-tetrahydroisoquinolin-6-yl)oxy)phenyl)-1,2,4-triazine-3,5(2H,4H)-dione